FCCCON=C formaldehyde O-3-fluoropropyloxime